ethyl 2-[(3S)-3-[(tert-Butoxy) carbonyl](methyl) aminopyrrolidin-1-yl]-4-ethoxy-pyrimidine-5-carboxylate C(C)(C)(C)OC(=O)[C@@H]1C(N(CC1)C1=NC=C(C(=N1)OCC)C(=O)OCC)NC